C(C1=CC=CC=C1)OC(=O)N[C@H](C(=O)O)COCCC (2S)-2-(benzyloxycarbonylamino)-3-propoxy-propionic acid